ClC1=CC=C(C=C1)[C@H](C(=O)N1CCN(CC1)C=1C2=C(N=CN1)[C@@H](C[C@@H]2C)O)CNC(C)C |&1:24| (S)-2-(4-Chlorophenyl)-1-(4-((SR,7R)-7-hydroxy-5-methyl-6,7-dihydro-5H-cyclopenta[d]pyrimidin-4-yl)piperazin-1-yl)-3-(isopropylamino)propan-1-on